COC(=O)C1=CC2=C(C=C1)C(=O)C3=CC=CC=C3C2=O The molecule is an anthraquinone that is 9,10-anthraquinone substituted by a methoxycarbonyl group at position 2. It has been isolated from the roots of Rubia yunnanensis. It has a role as a plant metabolite. It is an anthraquinone, an aromatic ester and a methyl ester.